2,3-dicyano-2,3-diphenyl-succinic acid diethyl ester C(C)OC(C(C(C(=O)OCC)(C1=CC=CC=C1)C#N)(C1=CC=CC=C1)C#N)=O